N[C@H](C(=O)N1CC2=C(CC1)NC(=N2)C2=NNC1=CC(=CC=C21)C2=C(C=C(C=C2)O)CC)CC=2N=CNC2 (S)-2-amino-1-(2-(6-(2-ethyl-4-hydroxyphenyl)-1H-indazol-3-yl)-1,4,6,7-tetrahydro-5H-imidazo[4,5-c]pyridin-5-yl)-3-(1H-imidazol-4-yl)propan-1-one